FC1=CC=C(C=C1)N1C(C(=CC=C1CO)C(=O)N)=O 1-(4-fluorophenyl)-6-(hydroxymethyl)-2-oxopyridine-3-carboxamide